Cl.NC\C=C(\CN1C=NC2=C1C=C(C=C2C=2C=C(C=CC2)S(=O)(=O)NC2CC2)C(F)(F)F)/F (Z)-3-(1-(4-amino-2-fluorobut-2-en-1-yl)-6-(trifluoromethyl)-1H-benzo[d]imidazole-4-yl)-N-cyclopropylbenzenesulfonamide hydrochloride